N1(C=NC=C1)C=1C=C(C=C(C1)C(F)(F)F)NC(C1=CC(=C(C=C1)C)N1N=NC(=C1)C1=CN=C2N1N=CC=C2)=O N-(3-(1H-imidazol-1-yl)-5-(trifluoromethyl)phenyl)-3-(4-(imidazo[1,2-b]pyridazin-3-yl)-1H-1,2,3-triazol-1-yl)-4-methylbenzamide